N-(1-(3-(pyrrolidin-1-yl)phenyl)ethyl)-3-(trifluoromethyl)-[1,2,4]triazolo[4,3-b]pyridazin-6-amine N1(CCCC1)C=1C=C(C=CC1)C(C)NC=1C=CC=2N(N1)C(=NN2)C(F)(F)F